7-((R)-1-methoxyethyl)-2-methylthiazolo[5,4-b]pyridin-6-amine CO[C@H](C)C1=C2C(=NC=C1N)SC(=N2)C